C1(CC1)C=1C=C(C(=NC1)F)C1=C(C=NN1C1CCOCC1)C(=O)N[C@@H]1C(NC2=C(C(=N1)C1=CC=CC=C1)C=CC=C2)=O 5-(5-cyclopropyl-2-fluoropyridin-3-yl)-1-(oxacyclohexan-4-yl)-N-[(3S)-2-oxo-5-phenyl-1,3-dihydro-1,4-benzodiazepine-3-Yl]pyrazole-4-carboxamide